CS(=O)(=O)C1=CC(=C(C=C1)NCC#CC=1N(C2=CC=CC(=C2C1)NC1CCN(CC1)C(CC#N)=O)CC(F)(F)F)OC 3-{4-[(2-{3-[(4-methanesulfonyl-2-methoxyphenyl)amino]prop-1-yn-1-yl}-1-(2,2,2-trifluoroethyl)-1H-indol-4-yl)amino]piperidin-1-yl}-3-oxopropanenitrile